N3-methyl-N1-(3-((R)-1-(4-methyl-4H-1,2,4-triazol-3-yl)propan-2-yl)phenyl)-3-(trifluoromethyl)pyrrolidine-1,3-dicarboxamide CNC(=O)C1(CN(CC1)C(=O)NC1=CC(=CC=C1)[C@@H](CC1=NN=CN1C)C)C(F)(F)F